N1=CC(=CC=C1)N1C2=CC=CC=C2C=2C(=CC=CC12)B(O)O N-(pyridin-3-yl)carbazole-4-boronic acid